FCCC=1NC=CN1 fluoroethyl-imidazole